1-(4-(3-(3,4-Dimethoxyphenyl)-1,2-dimethyl-1H-pyrrolo[2,3-c]pyridin-5-yl)-[1,4'-bipiperidin]-1'-yl)-2-methylpropan-1-on COC=1C=C(C=CC1OC)C1=C(N(C2=CN=C(C=C21)C2CCN(CC2)C2CCN(CC2)C(C(C)C)=O)C)C